COC=1C=CC=C2C=NNC(C12)=O 8-methoxyphthalazin-1(2H)-one